ClC1=NC=C(C(=C1)C1=C(C=NC(=C1)C)C(=O)NC=1SC(=NN1)[C@H]1[C@H](CC1)C#N)OC 2'-chloro-N-(5-((1R,2S)-2-cyanocyclobutyl)-1,3,4-thiadiazol-2-yl)-5'-methoxy-6-methyl-(4,4'-bipyridine)-3-carboxamide